dihydrobenzo[d]Oxazole O1CNC2=C1C=CC=C2